tert-Butyl 4-(7-((1R,2S)-1-cyclopropyl-3-methoxy-2-methyl-3-oxopropyl)-1,2,3,4-tetrahydroquinolin-2-yl)piperidine-1-carboxylate C1(CC1)[C@H]([C@@H](C(=O)OC)C)C1=CC=C2CCC(NC2=C1)C1CCN(CC1)C(=O)OC(C)(C)C